1-(3,4-(methylenedioxy)phenyl)-3-bromo-1H-pyrrole-2,5-dione C1OC=2C=C(C=CC2O1)N1C(C(=CC1=O)Br)=O